O=C1C2=C(N=CN1[C@H](C(=O)O)C)C(=NC(=C2)C=2C=NC(=CC2)C(F)(F)F)C=2C=NC=CC2 (S)-2-(4-oxo-8-(pyridin-3-yl)-6-(6-(trifluoromethyl)pyridin-3-yl)pyrido[3,4-d]pyrimidin-3(4H)-yl)propionic acid